(R)-2-(1-(5-(5-(2,3-Dihydro-1H-inden-4-yl)-6-methoxy-1H-pyrazolo[4,3-b]pyridin-3-yl)pyridin-2-yl)-3-azabicyclo[3.1.0]hexan-3-yl)ethan-1-ol C1CCC2=C(C=CC=C12)C1=C(C=C2C(=N1)C(=NN2)C=2C=CC(=NC2)[C@]21CN(CC1C2)CCO)OC